Cl.C12CN(CC(CC1)N2)C2=CC(=CC(=N2)NC2=NNC(=C2)C)C 6-(3,8-diazabicyclo[3.2.1]octane-3-yl)-4-methyl-N-(5-methyl-1H-pyrazol-3-yl)pyridin-2-amine hydrochloride